2,4-dihydroxy-6-methylacetophenone CC1=CC(=CC(=C1C(=O)C)O)O